2,4-difluoro-N-{2-(methoxy)-5-[4-(4-pyridazinyl)-6-quinolinyl]-3-pyridinyl}benzenesulfonamide FC1=C(C=CC(=C1)F)S(=O)(=O)NC=1C(=NC=C(C1)C=1C=C2C(=CC=NC2=CC1)C1=CN=NC=C1)OC